C(C)(C)(C)C1=C2C(=C(C(=C1OC)O2)OC)C(C)(C)C (2,6-di-tert-butyl-dimethoxy-1,4-phenylene) ether